BrC=1C=C(CC2=NNC(C3=CC=CC=C23)=O)C=CC1C 4-(3-bromo-4-methylbenzyl)phthalazin-1(2H)-one